CC(C)NC([O-])=O prop-2-ylcarbamate